BrC=1C=C(C=CC1C([2H])([2H])[2H])C(CO)(C(F)F)O 2-(3-bromo-4-(methyl-d3)phenyl)-3,3-difluoropropane-1,2-diol